C1=C(C=CC2=CC=CC=C12)N1CN(CC2=C1C1=C(OC2)C=CC=C1)C1=CC=CC=C1 1-(naphthalene-2-yl)-3-phenyl-3,4-dihydro-1H-benzopyrano[4,3-d]pyrimidine